FCC1OCC1 (fluoromethyl)oxetan